FC1=CC=C(C=C1)CN1C(=NOC1=O)CC1=NC=CC=C1 4-[(4-fluorophenyl)methyl]-3-(pyridin-2-ylmethyl)-4,5-dihydro-1,2,4-oxadiazol-5-one